2-(cyclopropynyl)-4,5-dihydro-7H-thieno[2',3':3,4]pyrido[1,2-c]Pyrimidine-7-one C1(C#C1)C1=CC2=C(C=3N(C(N=CC3)=O)CC2)S1